(R)-(3-(difluoromethyl)-1-methyl-1H-pyrazol-5-yl)(4-(4-fluoropyrazolo[1,5-a]pyridin-2-yl)-6,7-dihydro-1H-imidazo[4,5-c]pyridin-5(4H)-yl)methanone FC(C1=NN(C(=C1)C(=O)N1[C@H](C2=C(CC1)NC=N2)C2=NN1C(C(=CC=C1)F)=C2)C)F